N-[2-(2,2-Difluoro-3-hydroxy-3-methyl-butyl)-6-morpholino-1-oxo-isoindolin-5-yl]pyrazolo[1,5-a]pyrimidine-3-carboxamide FC(CN1C(C2=CC(=C(C=C2C1)NC(=O)C=1C=NN2C1N=CC=C2)N2CCOCC2)=O)(C(C)(C)O)F